NC=1C(=NC=CN1)CN1CC2=C(CC1)C(=CS2)C(=O)NC2=CC(=CC(=C2)C(F)(F)F)F 6-((3-Aminopyrazin-2-yl)Methyl)-N-(3-Fluoro-5-(Trifluoromethyl)Phenyl)-4,5,6,7-Tetrahydrothieno[2,3-c]Pyridin-3-Carboxamid